4-Fluoro-2-iodo-1-toluene CC1=C(C=C(C=C1)F)I